The molecule is a C85 alpha-mycolic acid produced by Mycobacterium tuberculosis having a C58 meromycolic chain with one cis cyclopropyl function, one methoxy function and one methyl subsituent, and a saturated C24 alpha-branch. It has a role as a bacterial metabolite and an allergen. It is a mycolic acid and a hydroxy fatty acid. CCCCCCCCCCCCCCCCCCCCCCCC[C@H]([C@@H](CCCCCCCCCCCCCCC1CC1CCCCCCCCCCCCCCCCCCCC(C(C)CCCCCCCCCCCCCCCCCC)OC)O)C(=O)O